octyl α-chlorohexadecanoate ClC(C(=O)OCCCCCCCC)CCCCCCCCCCCCCC